(1R,4R)-4-aminocyclohexane-1-carboxylate NC1CCC(CC1)C(=O)[O-]